(2-(3-(phenylmethyloxy)phenyl)-2-cyclopropylethyl)phosphonic acid ethyl ester C(C)OP(O)(=O)CC(C1CC1)C1=CC(=CC=C1)OCC1=CC=CC=C1